ClC1=C2N=C(C=NC2=CC=C1C1=NNC2=NC(=C(N=C21)C)N2[C@H]1[C@H]([C@H](C[C@@H]2CC1)N)F)OC (1R,2S,3S,5S)-8-[3-(5-chloro-3-methoxy-quinoxalin-6-yl)-5-methyl-1H-pyrazolo[3,4-b]pyrazin-6-yl]-2-fluoro-8-azabicyclo[3.2.1]octan-3-amine